N1C(=NC=C1)C(=O)ON1C(CCCC1(C)C)(C)C imidazolecarbonyloxy-2,2,6,6-tetramethylpiperidine